ClC(C)C=1N=NC(=CC1)C1=CC=CC=C1 3-(1-chloroethyl)-6-phenylpyridazine